tert-Butyl (2-(2-chloro-1H-imidazol-1-yl)ethyl)carbamate ClC=1N(C=CN1)CCNC(OC(C)(C)C)=O